(2-chloro-4-phenoxyphenyl)(4-(((3R,6S)-6-(hydroxymethyl)tetrahydro-2H-pyran-3-yl)amino)-1H-pyrazolo[3,4-b]pyridin-3-yl)methanone ClC1=C(C=CC(=C1)OC1=CC=CC=C1)C(=O)C1=NNC2=NC=CC(=C21)N[C@H]2CO[C@@H](CC2)CO